CC(C)(CCOC1=C2C(=C(C=NC2=CC=C1)[N+](=O)[O-])NC)O 2-methyl-4-[[4-(methylamino)-3-nitro-5-quinolinyl]oxy]2-butanol